(S)-tert-butyl (1-((2-(3',4'-dichloro-[1,1'-biphenyl]-4-yl)ethyl) Amino)-1-oxohexan-2-yl)carbamate ClC=1C=C(C=CC1Cl)C1=CC=C(C=C1)CCNC([C@H](CCCC)NC(OC(C)(C)C)=O)=O